dimethylsilyl-bis(phenylindenyl)zirconium dichloride [Cl-].[Cl-].C[SiH](C)[Zr+2](C1C(=CC2=CC=CC=C12)C1=CC=CC=C1)C1C(=CC2=CC=CC=C12)C1=CC=CC=C1